Cl.Cl.C(CCC)N1C(=NC2=C1C=C(C=C2)C2=C(C=CC=C2)OC)CCN 2-(1-butyl-6-(2-methoxyphenyl)-1H-benzo[d]imidazol-2-yl)ethan-1-amine dihydrochloride